Titanium-Magnesium-Aluminum [Al].[Mg].[Ti]